ClC1=CC=C(C=C1)C1(C(CCC(C1)(C)C)C)O [2-(4-chlorophenyl)2-hydroxy-4,4-dimethylcyclohex-1-yl]methane